C(#N)C=1C=C(C=C(C1)F)[C@@H]1CC=NN1C(=O)N1CC(C1)OC1=CC(=NC=C1F)N1N=C(C(=C1C)C(=O)N)C (S)-1-(4-((1-(5-(3-cyano-5-fluorophenyl)-4,5-dihydro-1H-pyrazole-1-carbonyl)azetidin-3-yl)oxy)-5-fluoropyridin-2-yl)-3,5-dimethyl-1H-pyrazole-4-carboxamide